OCC=1C(=NC(N([C@H]2[C@H](O)[C@H](O)[C@@H](CO)O2)C1)=O)N 5-Hydroxymethylcytidine